COCC=1C=C(C=CC1)C1=NNC=C1C1=NC2=CC(=CN=C2C=C1)N1CCNCC1 2-[3-[3-(methoxymethyl)phenyl]-1H-pyrazol-4-yl]-7-piperazin-1-yl-1,5-naphthyridine